methyl (2S,3R)-2-(6-chloro-4-methoxy-1,1-dioxido-3,4-dihydro-2H-benzo[e][1,2,4]thiadiazin-2-yl)-3-(6-fluoro-2,3-dimethylphenyl)butanoate ClC=1C=CC2=C(N(CN(S2(=O)=O)[C@H](C(=O)OC)[C@H](C)C2=C(C(=CC=C2F)C)C)OC)C1